(+)-11'-Benzyl-5-methyl-1-(4-methylbenzyl)-5',11'-dihydrospiro[indoline-3,6'-indolo[3,2-c]quinolin]-2-one C(C1=CC=CC=C1)N1C2=CC=CC=C2C=2C3(NC4=CC=CC=C4C21)C(N(C2=CC=C(C=C23)C)CC2=CC=C(C=C2)C)=O